[Si](C)(C)(C(C)(C)C)C#CC1=CC(=C(C(=N1)C)B1OC(C(O1)(C)C)(C)C)C 6-[2-(tert-butyldimethylsilyl)ethynyl]-2,4-dimethyl-3-(4,4,5,5-tetramethyl-1,3,2-dioxaborolan-2-yl)pyridine